ClC1=CC=C2C=CC3(CCN(CC3)CC=3C=NN(C3)C)C2=C1 6-chloro-1'-[(1-methylpyrazol-4-yl)methyl]spiro[indene-1,4'-piperidine]